ethyl (R)-2-chloro-4-((1-hydroxyhex-2-yl) amino)-1,5-naphthyridine-3-carboxylate ClC1=NC2=CC=CN=C2C(=C1C(=O)OCC)N[C@@H](CO)CCCC